COC(C=1C(C(=O)OC)=C(C=CC1)OCCBr)=O 2-bromoethoxyphthalic acid 1,2-dimethyl ester